3-(2-pyridyldithio)-propionic acid, hydrazide N1=C(C=CC=C1)SSCCC(=O)NN